O=C1CCOC12CCN(CC2)C(=O)OC(C)(C)C Tert-Butyl 4-oxo-1-oxa-8-azaspiro[4.5]decane-8-carboxylate